3-hydroxycaproic acid OC(CC(=O)O)CCC